C[O-].C[O-].C[O-].C[O-].[Ti+4] titanium(IV) tetramethoxide